CC1C(N(C1)C1CCN(CC1)C1=CC=C(C=C1)[N+](=O)[O-])O 3-methyl-1-(1-(4-nitrophenyl)piperidin-4-yl)azetidin-2-ol